tris-(4-n-hexadecyloxyphenyl)phosphine C(CCCCCCCCCCCCCCC)OC1=CC=C(C=C1)P(C1=CC=C(C=C1)OCCCCCCCCCCCCCCCC)C1=CC=C(C=C1)OCCCCCCCCCCCCCCCC